1-(1,1-difluoropropan-2-yl)-1H-imidazol FC(C(C)N1C=NC=C1)F